FC1=C(OC2=C(C=C(C(=C2)N2N=CC=C2)[N+](=O)[O-])C2=CC(=NC(=C2)C)C)C=CC(=C1)F 4-(2-(2,4-Difluorophenoxy)-5-nitro-4-(1H-pyrazol-1-yl)phenyl)-2,6-dimethylpyridine